C(CCC)C1(N(C(C=2C=CCCC12)=O)CC1=C(C=CC=C1)C(F)(F)F)O 3-butyl-3-hydroxy-2-(2-trifluoromethylbenzyl)-2,3,4,5-tetrahydro-1H-isoindol-1-one